ClC1=NC=C(C(=N1)NC1=CC=C(C(=C1N(C(C)=O)C)C)C)Cl N-(6-((2,5-dichloropyrimidin-4-yl)amino)-2,3-dimethylphenyl)-N-methylacetamide